N1C=C(C2=CC=CC=C12)CCNC([SH-]C)=S N-[2-(Indol-3-yl)ethyl]-S-methyl-dithiocarbamate